FC1=C2CCNC2=CC(=C1)C(=O)OC methyl 4-fluoroindoline-6-carboxylate